7-(2-Acrylamidophenyl)-2-(3,4-dichlorophenyl)-4,5,6,7-tetrahydropyrazolo[1,5-a]pyrimidine-3-carboxamide C(C=C)(=O)NC1=C(C=CC=C1)C1CCNC=2N1N=C(C2C(=O)N)C2=CC(=C(C=C2)Cl)Cl